C(CC(=C)C)C=1C=C(C(=O)O)C=C(C1)CCC(=C)C 3,5-diisopentenyl-benzoic acid